N-(t-butoxycarbonyl)-O-(cyanomethyl)-L-serine C(C)(C)(C)OC(=O)N[C@@H](COCC#N)C(=O)O